C(C)OCCC=1C(=NN(C1N1C(C(CC1)CC1=CC(=C(C(=C1)F)F)F)=O)COCC[Si](C)(C)C)C1=CN=NC=C1 1-(4-(2-Ethoxyethyl)-3-(pyridazin-4-yl)-1-((2-(trimethylsilyl)ethoxy)methyl)-1H-pyrazol-5-yl)-3-(3,4,5-trifluorobenzyl)pyrrolidin-2-one